C12(CC3CC(CC(C1)C3)C2)CN2N=CC(=C2C)C2=C(C=3N(C=C2)C(=CN3)NC3=NC=CC=C3C(=O)OC(C)(C)C)C(=O)OC methyl 7-(1-(adamantan-1-ylmethyl)-5-methyl-1H-pyrazol-4-yl)-3-((3-(tert-butoxycarbonyl)pyridin-2-yl)amino)imidazo[1,2-a]pyridine-8-carboxylate